2-(4-cyclopropyl-6-methoxy-pyrimidin-5-yl)-6-(methoxymethyl)-5H-pyrrolo[3,2-d]pyrimidine C1(CC1)C1=NC=NC(=C1C=1N=CC2=C(N1)C=C(N2)COC)OC